ClC1=NN(C=C1)C=1C=CC(=C(O\C(\C(=O)OC)=C/OC)C1)C methyl (Z)-2-[5-(3-chloropyrazol-1-yl)-2-methyl-phenoxy]-3-methoxy-prop-2-enoate